((1R)-1-(3-(cyclohexylamino)-2-methyl-3-oxopropanamido)-2-(p-tolyl)ethyl)boronic acid C1(CCCCC1)NC(C(C(=O)N[C@@H](CC1=CC=C(C=C1)C)B(O)O)C)=O